2,6-ditert-butyl-4-cresol C(C)(C)(C)C1=CC(=CC(=C1O)C(C)(C)C)C